N-(3-hydroxy-2,2-dimethylpropyl)acetamide OCC(CNC(C)=O)(C)C